C(C1=CC=CC=C1)OC1=CC(=C(NC2=C(C=C(C=C2)OC)CO[Si](C)(C)C(C)(C)C)C=C1OC)CC1=CC(=CC=C1)OC 4-(Benzyloxy)-N-(2-{[(tert-butyldimethylsilyl)oxy]methyl}-4-methoxyphenyl)-5-methoxy-2-[(3-methoxyphenyl)methyl]aniline